Decamethylendiisocyanat C(CCCCCCCCCN=C=O)N=C=O